N-(5,6-difluoro-2,3-dihydro-1H-inden-2-yl)-5-(5-(3-ethynyl-3-methylazetidin-1-yl)-1,3,4-oxadiazol-2-yl)pyrimidin-2-amine FC=1C=C2CC(CC2=CC1F)NC1=NC=C(C=N1)C=1OC(=NN1)N1CC(C1)(C)C#C